(E)-3-[3-((E)-3-(2-(3-fluorophenyl)phenyl)-3-oxopropenyl)phenyl]-N-hydroxyacrylamide FC=1C=C(C=CC1)C1=C(C=CC=C1)C(/C=C/C=1C=C(C=CC1)/C=C/C(=O)NO)=O